ClC1=CC=2C(=C(C3=CC(=CC=C3C2C=C1)Cl)C(=O)OCC)C Ethyl 2,7-dichloro-10-methylphenanthrene-9-carboxylate